FC1=C(C(=CC=2NC(=NC21)OC=2C=CC(=C(C(=O)O)C2)C)F)C2=CC=C(C=C2)C2=CC=C(C=C2)CN2CC(C2)CS(=O)(=O)C 5-((4,6-difluoro-5-(4'-((3-((methylsulfonyl)methyl)azetidin-1-yl)methyl)-[1,1'-biphenyl]-4-yl)-1H-benzo[d]imidazol-2-yl)oxy)-2-methylbenzoic acid